FC=1C=C(C=C(C1CN[C@H]1CNC(CC1)=O)OC)C=1C(=C(C=CC1)C1=C(C(=CC=C1)NC(=O)C1=CN=CN(C1=O)C)C)C (R)-N-(3''-fluoro-5''-methoxy-2,2'-dimethyl-4''-(((6-oxopiperidin-3-yl)amino)methyl)-[1,1':3',1''-terphenyl]-3-yl)-1-methyl-6-oxo-1,6-dihydropyrimidine-5-carboxamide